benzyl 2-methyl-3-oxo-2-[5-[2-[4-(trifluoromethyl)anilino]-3-pyridyl]-1,3,4-oxadiazol-2-yl]piperazine-1-carboxylate CC1(N(CCNC1=O)C(=O)OCC1=CC=CC=C1)C=1OC(=NN1)C=1C(=NC=CC1)NC1=CC=C(C=C1)C(F)(F)F